O(CCOCCCl)CCOCCCl 1,1'-Oxybis[2-(2-chloroethoxy)ethane]